CN1N=CC=2C1=NC(=NC2NCC2=CC=C(C=C2)S(=O)(=O)N)N(C2=CC=CC=C2)C 4-(((1-methyl-6-(methyl-(phenyl)amino)-1H-pyrazolo[3,4-d]pyrimidin-4-yl)amino)methyl)benzenesulfonamide